BrC=1C=NC2=CC=NC(=C2C1)O 3-bromo-5-hydroxy-1,6-naphthyridine